ClC1=C(C=CC=C1Cl)C=1N=C(NC1C)CC1=CC=CC2=CC=CC=C12 4-(2,3-Dichlorophenyl)-5-methyl-2-(1-naphthylmethyl)imidazole